ClC1=CC=C(C=C1)N(C(=O)[C@@H]1CC[C@@H]2N1C([C@H](CCC2)NC(=O)C2=CC1=C(S2)C=CC(=C1)C(F)(F)P(O)(O)=O)=O)C ((2-(((3S,6s,9aR)-3-((4-chlorophenyl)(methyl)carbamoyl)-5-oxooctahydro-1H-pyrrolo[1,2-a]azepin-6-yl)carbamoyl)benzo[b]thiophen-5-yl)difluoromethyl)phosphonic acid